FC1=C(C(=CC=C1)F)C1=NC=2C(=CNC(C2C(=C1)NC1=NC=C(C=C1)N1CCC(CC1)O)=O)C(=O)O 2-(2,6-difluoro-phenyl)-4-[[5-(4-hydroxy-1-piperidyl)-2-pyridyl]amino]-5-oxo-6H-1,6-naphthyridine-8-carboxylic acid